Methyl 3-(6-methoxypyridin-3-yl)cyclobutane-1-carboxylate COC1=CC=C(C=N1)C1CC(C1)C(=O)OC